N-(4-(3-hydroxyoxetan-3-yl)phenyl)-4-(4-(trifluoromethyl)phenyl)piperidine-1-carboxamide OC1(COC1)C1=CC=C(C=C1)NC(=O)N1CCC(CC1)C1=CC=C(C=C1)C(F)(F)F